methoxyhydroquinone, anthraquinonesulfonic acid salt C1(=CC=CC=2C(C3=CC=CC=C3C(C12)=O)=O)S(=O)(=O)O.COC1=C(O)C=CC(=C1)O